1-(1,1-dimethylpropan-2-ynyl)pyrrolidine CC(C#C)(C)N1CCCC1